methyl 3-(bromomethyl)-6-methoxypicolinate BrCC=1C(=NC(=CC1)OC)C(=O)OC